(S)-1-(2-methyl-3-(trifluoromethyl)phenyl)ethylamine hydrochloride Cl.CC1=C(C=CC=C1C(F)(F)F)[C@H](C)N